N-[(1R,3S)-3-{[6-fluoro-2-(trifluoromethyl)quinolin-4-yl]amino}cyclohexyl]-3H,3aH-pyrazolo[1,5-a]pyridine-2-carboxamide FC=1C=C2C(=CC(=NC2=CC1)C(F)(F)F)N[C@@H]1C[C@@H](CCC1)NC(=O)C1=NN2C(C=CC=C2)C1